[Na+].[Na+].NC(C(=O)N1CC(C1)OC1=C(C=2O[B-](CCC2C=C1)(O)O)C(=O)O)C1CNCC1.NC(C(=O)N1CC(C1)OC1=C(C=2O[B-](CCC2C=C1)(O)O)C(=O)O)C1CNCC1 8-({1-[amino(pyrrolidin-3-yl)acetyl]azetidin-3-yl}oxy)-4,4-dihydroxy-5-oxa-4-boranuidabicyclo[4.4.0]deca-1(6),7,9-triene-7-carboxylic acid disodium salt